(13S,17S)-1-Amino-10,15-dioxo-3,6-dioxa-9,14,16-triazanonadecane-13,17,19-tricarboxylic acid NCCOCCOCCNC(CC[C@H](NC(N[C@@H](CCC(=O)O)C(=O)O)=O)C(=O)O)=O